BrC1=CC(=C(O[C@H](C(=O)O)CF)C=C1F)C1=NOC=C1 (R)-2-[4-bromo-5-fluoro-2-(3-isoxazolyl)phenoxy]-3-fluoropropionic acid